FC=1C=C(C=NC1C)CN1N=CC(=C1)CN (1-((5-Fluoro-6-methylpyridin-3-yl)methyl)-1H-pyrazol-4-yl)methanamine